(1-(3-(chloromethyl)-3'-fluoro-[1,1'-biphenyl]-4-yl)-3-(methylcarbamoyl)piperidin-3-yl)carbamic acid tert-butyl ester C(C)(C)(C)OC(NC1(CN(CCC1)C1=C(C=C(C=C1)C1=CC(=CC=C1)F)CCl)C(NC)=O)=O